3-(1H-indol-4-yl)-1,4-oxazepan N1C=CC2=C(C=CC=C12)C1COCCCN1